C(C)OC(C[C@@H](C1=CC(=CC=C1)C1=CN(C=C1)[Si](C(C)C)(C(C)C)C(C)C)N[S@](=O)C1=CC=C(C=C1)C)=O (S)-3-((R)-4-methylphenyl-sulfinylamino)-3-(3-(1-(triisopropylsilyl)-1H-pyrrol-3-yl)phenyl)propanoic acid ethyl ester